CC1=C(C=CC=C1)N1C(NC=C(C1=O)C(=O)NC1=CC(=C(C=C1)OC1=CC(=NC=2N1N=CC2)C)F)=O 3-(2-methylphenyl)-N-(3-fluoro-4-((5-methylpyrazolo[1,5-a]pyrimidin-7-yl)oxy)phenyl)-2,4-dioxo-1,2,3,4-tetrahydropyrimidine-5-carboxamide